IC1=CC(=NC=C1)NC(OCC)=O ethyl (4-iodopyridin-2-yl)carbamate